N-(4-(4-((1R,5S)-3-oxa-8-azabicyclo[3.2.1]octan-8-yl)-7H-pyrrolo[2,3-d]pyrimidin-6-yl)phenyl)-2-(piperazin-1-yl)pyrimidin-5-amine [C@H]12COC[C@H](CC1)N2C=2C1=C(N=CN2)NC(=C1)C1=CC=C(C=C1)NC=1C=NC(=NC1)N1CCNCC1